(E)-2-methyl-N-(thieno[3,2-c]pyridin-2-ylmethylene)propane-2-sulfinamide CC(C)(C)S(=O)/N=C/C1=CC=2C=NC=CC2S1